5-chloro-4-fluoro-2-(((2-toluenesulfonyl-hydrazino)methyl)phenyl)piperazine-1-carboxylic acid tert-butyl ester C(C)(C)(C)OC(=O)N1C(CN(C(C1)Cl)F)C1=C(C=CC=C1)CNNS(=O)(=O)CC1=CC=CC=C1